ClC1=C(C(=O)NC2=CC(=CC(=C2)F)F)C=CC=C1 2-chloro-N-(3,5-difluorophenyl)benzamide